2-{[(5-isopropyl-3-methylimidazol-4-yl)methyl]sulfanyl}-3H,5H,6H,7H-cyclopenta[d]pyrimidin-4-one C(C)(C)C1=C(N(C=N1)C)CSC=1NC(C2=C(N1)CCC2)=O